N-((3S,4S)-3-fluoro-1-(oxetan-3-yl-3-d)piperidin-4-yl)-4-methoxy-5-(1-(2,2,2-trifluoroethyl)-1H-benzo[d][1,2,3]triazol-6-yl)pyrrolo[2,1-f][1,2,4]triazin-2-amine F[C@H]1CN(CC[C@@H]1NC1=NN2C(C(=N1)OC)=C(C=C2)C=2C=CC1=C(N(N=N1)CC(F)(F)F)C2)C2(COC2)[2H]